ClC1=C(C=C2C(C(NC2=C1)=O)=C(O)C=1SC(=CC1)Cl)C1=CC=C(C=C1)C1(CC1)CO 6-chloro-3-[(5-chloro-2-thienyl)-hydroxy-methylene]-5-[4-[1-(hydroxymethyl)cyclopropyl]phenyl]indolin-2-one